CNS(=O)(=O)CC1=CC=C(C=C1)NN=C1C(NC2=CC=C3C(=C12)SC=N3)=O N-methyl-{4-[2-(7-oxo-6,7-dihydro-8H-[1,3]thiazolo[5,4-e]indol-8-ylidene)hydrazino]phenyl}methanesulfonamide